COC=1C(=CC(=NC1)NC(C)=O)NC1=NC(=CC(=N1)C)C(F)(F)F N-(5-methoxy-4-((4-methyl-6-(trifluoromethyl)pyrimidin-2-yl)amino)pyridin-2-yl)acetamide